(13R)-13-ethyl-8,14-dioxa-5,10,19,20,23-pentaazatetracyclo[13.5.2.12,6.018,21]tricosa-1(20),2,4,6(23),15,17,21-heptaen-9-one C(C)[C@@H]1CCNC(OCC=2N=CC=C(C3=NNC4=CC=C(O1)C=C34)N2)=O